N=1NC(=C2C=CC=CC12)N 2H-indazol-3-amine